COC=1N=C2C(=CC=NC2=CC1OC)OC1=C(C=C(C=C1)NC(=O)C=1C(N(N=CC1)C1=C(C=C(C=C1)F)C)=O)F N-[4-[(6,7-Dimethoxy-1,5-naphthyridin-4-yl)oxy]-3-fluorophenyl]-2-(4-fluoro-2-methylphenyl)-3-oxopyridazine-4-carboxamide